CN(CCCCNC(C1=CC=C(C=C1)[18F])=O)C N-(4-(dimethylamino)butyl)-4-[18F]fluorobenzamide